(2R)-2-(((3-chloro-1,2-dihydropyridin-2-yl)oxy)methyl)-4,4-difluoropyrrolidine-1-carboxylic acid tert-butyl ester C(C)(C)(C)OC(=O)N1[C@H](CC(C1)(F)F)COC1NC=CC=C1Cl